Methylenglutamin C=N[C@@H](CCC(N)=O)C(=O)O